(1,4-diazabicyclo[3.2.2]nonan-4-yl)(3-(4-methyl-1H-pyrazol-1-yl)-5,6-dihydrocyclopenta-[c]pyrazol-1(4H)-yl)methanone N12CCN(C(CC1)CC2)C(=O)N2N=C(C1=C2CCC1)N1N=CC(=C1)C